ClC=1C(=C(C(=CC1)N1N=NN=C1)/C=C/C(=O)N1C(C2=CC=CC(=C2CC1)N(C(COC)=O)C)C(=O)N(C)C1=CC=C(C(=O)O)C=C1)F (E)-4-(2-(3-(3-chloro-2-fluoro-6-(1H-tetrazol-1-yl)phenyl)acryloyl)-5-(2-(methoxy)-N-methylacetamido)-N-methyl-1,2,3,4-tetrahydroisoquinoline-1-carboxamido)benzoic acid